Ethyl (S)-3-amino-3-(2,4-difluoro-2',6'-dimethyl-4',5-bis(trifluoromethyl)-[1,1'-biphenyl]-3-yl)propanoate N[C@@H](CC(=O)OCC)C=1C(=C(C=C(C1F)C(F)(F)F)C1=C(C=C(C=C1C)C(F)(F)F)C)F